FC(C=1C=C(C(=O)O)C=CN1)F 2-(difluoromethyl)isonicotinic acid